3-[(1s,3s)-3-((tert-butyldiphenylsilyl)oxy)cyclobutyl]-3-oxopropanenitrile [Si](C1=CC=CC=C1)(C1=CC=CC=C1)(C(C)(C)C)OC1CC(C1)C(CC#N)=O